N1=CC(=CC=C1)OCCN1N=CC=C1C(=O)OC methyl 1-(2-(pyridin-3-yloxy) ethyl)-1H-pyrazole-5-carboxylate